BrC=1N=C(N(N1)C1=CC=C(C=C1)OC(F)(F)F)NC(=O)NC 1-[5-bromo-2-[4-(trifluoromethoxy)phenyl]-1,2,4-triazol-3-yl]-3-methyl-urea